4-[3-hydroxy-4-(6-{methyl[(1R,3S,5S)-1,5-dimethyl-9-azabicyclo[3.3.1]nonan-3-yl]amino}pyridazin-3-yl)phenyl]-1-methyl-1,2-dihydropyridin-2-one OC=1C=C(C=CC1C=1N=NC(=CC1)N(C1C[C@]2(CCC[C@@](C1)(N2)C)C)C)C2=CC(N(C=C2)C)=O